2-chloro-6-(((2S)-2-((tetrahydro-2H-pyran-2-yl)oxy)pentan-3-yl)oxy)pyrazine ClC1=NC(=CN=C1)OC([C@H](C)OC1OCCCC1)CC